4-(11-Hydroxyundecyloxy)benzaldehyde OCCCCCCCCCCCOC1=CC=C(C=O)C=C1